1-(Trimethylsilyl)propyne C[Si](C#CC)(C)C